8-(((1R,4R)-4-((2,2-difluoropropyl)amino)cyclohexyl)amino)-2-(1H-imidazol-1-yl)-5-methylpyrido[3,2-d]pyrimidin-6(5H)-on FC(CNC1CCC(CC1)NC1=CC(N(C2=C1N=C(N=C2)N2C=NC=C2)C)=O)(C)F